The molecule is a cardiolipin in which all four phosphatidyl acyl groups are specified as linoleoyl. It derives from a linoleic acid. It is a conjugate acid of a tetralinoleoyl cardiolipin(2-). CCCCC/C=C\\C/C=C\\CCCCCCCC(=O)OC[C@@H](OC(=O)CCCCCCC/C=C\\C/C=C\\CCCCC)COP(=O)(OCC(O)COP(=O)(OC[C@H](OC(=O)CCCCCCC/C=C\\C/C=C\\CCCCC)COC(=O)CCCCCCC/C=C\\C/C=C\\CCCCC)O)O